COC1=CC=C(C=N1)NC(C1=CC(=CC=C1)NS(=O)(=O)C1=CC=C(C=C1)C)=O N-(6-methoxypyridin-3-yl)-3-((4-methylphenyl)sulfonamido)benzamide